The molecule is a biladiene that is a linear tetrapyrrole and a regioisomer of bilirubin IXalpha, in which the dipyrroles are of endovinyl type only. It is a member of biladienes and a dicarboxylic acid. CC1=C(NC(=C1CCC(=O)O)CC2=C(C(=C(N2)/C=C/3\\NC(=O)C(=C3C=C)C)C)CCC(=O)O)/C=C/4\\NC(=O)C(=C4C=C)C